C1(=C(C=CC=C1)C#CC1=NNC2=CC=C(C=C12)C(=O)N1C[C@H](CC1)NC(CNC(C1=CC(=CC=C1)C(F)(F)F)=O)=O)C1=CC=CC=C1 (S)-N-(2-((1-(3-([1,1'-biphenyl]-2-ylethynyl)-1H-indazole-5-carbonyl)pyrrolidin-3-yl)amino)-2-oxoethyl)-3-(trifluoromethyl)benzamide